2-amino-N-((1S,3S)-3-hydroxycyclohexyl)-3-methyl-N-((5-(trifluoromethyl)-2-pyridinyl)methyl)-6-quinolinecarboxamide NC1=NC2=CC=C(C=C2C=C1C)C(=O)N(CC1=NC=C(C=C1)C(F)(F)F)[C@@H]1C[C@H](CCC1)O